tert-Butyl N-[5-cyclopropyl-2-(1-tetrahydropyran-2-ylindazole-4-carbonyl)-3-pyridyl]carbamate C1(CC1)C=1C=C(C(=NC1)C(=O)C=1C=2C=NN(C2C=CC1)C1OCCCC1)NC(OC(C)(C)C)=O